(cyanomethyl)-5,6-dihydropyrazine-1,2(4H)-dicarboxylic acid 1-(tert-butyl) 2-methyl ester COC(=O)C=1N(CCNC1CC#N)C(=O)OC(C)(C)C